COC1=CC=C(C=C1)/C=C/C(=O)OCCOCC 2-ethoxyethyl (2E)-3-(4-methoxyphenyl)prop-2-enoate